(±)-2,6-dimethyl-4-(3-nitrophenyl)-1,4-dihydropyridine-3,5-dicarboxylic acid CC=1NC(=C(C(C1C(=O)O)C1=CC(=CC=C1)[N+](=O)[O-])C(=O)O)C